4-methylpyrimidine-5-carboxylate CC1=NC=NC=C1C(=O)[O-]